bromopteridine BrC1=NC2=NC=CN=C2C=N1